4-chloro-5-(chloromethyl)-1-ethylimidazole ClC=1N=CN(C1CCl)CC